CC1=C(C=NC=2OCCNC21)N2CC=1N=C(N=CC1CC2)NC=2C=CC(=NC2)N2CCC(CC2)O (5-((7-(8-methyl-2,3-dihydro-1H-pyrido[2,3-b][1,4]oxazin-7-yl)-5,6,7,8-tetrahydropyrido[3,4-d]pyrimidin-2-yl)amino)pyridin-2-yl)piperidin-4-ol